tert-butyl-7-isobutoxy-4-phenyl-1,2,3,4-tetrahydroisoquinoline C(C)(C)(C)C1NCC(C2=CC=C(C=C12)OCC(C)C)C1=CC=CC=C1